(7-chloro-3-(methylthio)naphthalen-2-yl)boronic acid ClC1=CC=C2C=C(C(=CC2=C1)B(O)O)SC